tertbutyl 3-ethynylpyrrolidine-1-carboxylate C(#C)C1CN(CC1)C(=O)OC(C)(C)C